N1(N=CN=C1)CCCNC1=CC=C(C=C1)N N1-(3-(1H-1,2,4-triazol-1-yl)propyl)benzene-1,4-diamine